3-bromo-4-(trifluoromethyl)-1-((2-(trimethylsilyl)ethoxy)methyl)-1H-pyrazole BrC1=NN(C=C1C(F)(F)F)COCC[Si](C)(C)C